4-chloro-8-[(dimethylamino)methyl]-5-(2,2,2-trifluoroethyl)pyrido[3,2-b]indole-3-carboxamide ClC1=C(C=NC2=C1N(C=1C=CC(=CC21)CN(C)C)CC(F)(F)F)C(=O)N